(S)-3-(3-(2,5-Dichloro-7H-pyrrolo[2,3-d]pyrimidin-7-yl)-2-methylpropoxy)-1-(2,6-dimethylpyridin-3-yl)-5-methyl-1H-pyrazol-4-amine ClC=1N=CC2=C(N1)N(C=C2Cl)C[C@@H](COC2=NN(C(=C2N)C)C=2C(=NC(=CC2)C)C)C